3-(5-ethynyl-3,3-dimethyl-3,4-dihydroisoquinolin-1-yl)quinoline C(#C)C1=C2CC(N=C(C2=CC=C1)C=1C=NC2=CC=CC=C2C1)(C)C